C([2H])([2H])[2H] (2H3)methan